C[C@]12CC3(CC(C[C@@](C1)(C3)C)C2)NC(NC2=C(C=C(CNC3CCC(CC3)C(=O)O)C=C2)F)=O (1R,4r)-4-((4-(3-((1r,3R,5S,7r)-3,5-dimethyladamantan-1-yl)ureido)-3-fluorobenzyl)amino)cyclohexane-1-carboxylic acid